ClC=1C=C(C(=O)N2CC=3C(=NN4C3C(N(CC4)C(C)C4=CC=NC=C4)=O)CC2)C=CC1Cl 2-(3,4-Dichlorobenzoyl)-9-[1-(pyridin-4-yl)ethyl]-1,2,3,4,8,9-hexahydropyrido[4',3':3,4]pyrazolo[1,5-a]pyrazin-10(7H)-one